C(C1=CC=CC=C1)(C1=CC=CC=C1)N1CC(C1)(C(=O)Cl)C1=C(C=CC=C1)Br 1-benzhydryl-3-(2-bromophenyl)azetidine-3-carboxylic acid chloride